undecanoylglycine C(CCCCCCCCCC)(=O)NCC(=O)O